monolauryl ether monophosphate P(=O)(O)(O)O.C(CCCCCCCCCCC)OCCCCCCCCCCCC